N'-(3-chloro-5,6-dimethyl-pyrazin-2-yl)-1-ethyl-cyclopropanecarbohydrazide ClC=1C(=NC(=C(N1)C)C)NNC(=O)C1(CC1)CC